N-(2,3-dihydroxypropyl)piperazine C1CN(CCN1)CC(CO)O